CON(C(CC1=CNC=2N=CSC21)=O)C N-methoxy-N-methyl-2-(4H-pyrrolo[2,3-d]thiazol-6-yl)acetamide